5-{7-[({4-iodophenyl}methyl)(propyl)amino]-2,5-dimethylpyrazolo[1,5-a]pyrimidin-3-yl}-N,N,4-trimethylpyridin-2-amine IC1=CC=C(C=C1)CN(C1=CC(=NC=2N1N=C(C2C=2C(=CC(=NC2)N(C)C)C)C)C)CCC